C(C=C)(=O)OCC(COC(CCCCCCCCCCC)=O)(COC(CCCCCCCCCCC)=O)COCC(COC(CCCCCCCCCCC)=O)(COC(CCCCCCCCCCC)=O)COC(CCCCCCCCCCC)=O dipentaerythritol pentalaurate monoacrylate